BrC1=C(C=CC(=C1)Cl)C1=NN(C(=C1)C(F)(F)F)C1OCCN1 3-(2-bromo-4-chlorophenyl)-1-(oxazolidin-2-yl)-5-(trifluoromethyl)pyrazole